2-Amino-6-(2-hydroxycycloheptyl)-4-methoxy-6,7-dihydro-5H-pyrrolo[3,4-d]pyrimidin-5-one NC=1N=C(C2=C(N1)CN(C2=O)C2C(CCCCC2)O)OC